N-(6-(4-((3-chloro-5-cyano-4-cyclopropoxyphenyl)(2,2,2-trifluoroethyl)amino)phenyl)quinoxalin-2-yl)methanesulfonamide Methyl-2-(4-hydroxy-5-methyl-2-oxo-1H-quinolin-3-yl)acetate COC(CC=1C(NC2=CC=CC(=C2C1O)C)=O)=O.ClC=1C=C(C=C(C1OC1CC1)C#N)N(C1=CC=C(C=C1)C=1C=C2N=CC(=NC2=CC1)NS(=O)(=O)C)CC(F)(F)F